C1(CC1)COC1CC=2C=C(C(=C(C2CC1)F)N1CC(NS1(=O)=O)=O)O 5-[6-(cyclopropylmethoxy)-1-fluoro-3-hydroxy-5,6,7,8-tetrahydronaphthalen-2-yl]-1λ6,2,5-thiadiazolidine-1,1,3-trione